C(C)(=O)OCC=C(C(=CCOC(C)=O)[Si](OCC)(OCC)OCC)[Si](OCC)(OCC)OCC 1,6-diacetoxy-3,4-bis(triethoxysilyl)hexa-2,4-diene